COC=1C=CC2=C(C(=CO2)CCN2C3C=CC(C2)CC3CCC)C1 exo-2-(2-(5-methoxybenzofuran-3-yl)ethyl)-7-propyl-2-azabicyclo[2.2.2]oct-5-ene